bis(4-methoxyphenyl)phosphate COC1=CC=C(C=C1)OP(=O)(OC1=CC=C(C=C1)OC)[O-]